COC(=O)C=1C=CC(=C2C=NN(C12)C(C)C=1C=NC(=NC1)C1CC1)C#CC (1-(2-cyclopropylpyrimidin-5-yl)ethyl)-4-(propan-1-yn-1-yl)-1H-indazole-7-carboxylic acid methyl ester